C1(CCC1)OC=1SC=C(N1)C1=CC(=C(C(=C1)F)N1CC(CC1)CC(=O)O)F {1-[4-(2-Cyclobutoxy-thiazol-4-yl)-2,6-difluoro-phenyl]Pyrrolidin-3-yl}-acetic acid